7-methoxy-N-{[(3S)-oxolan-3-yl]methyl}-6-{[2-(pyrrolidin-1-yl)ethoxy]methyl}-1H,2H,3H-cyclopenta[b]quinolin-9-amine COC1=CC=2C(=C3C(=NC2C=C1COCCN1CCCC1)CCC3)NC[C@H]3COCC3